NC(C[C@H](C=O)NC(OCCCCCC)=O)=O Hexyl (R)-(4-amino-1,4-dioxobutan-2-yl)carbamate